FC(C1=CC=C(C=C1)[C@@H]1C[C@H](C1)O)(F)F trans-3-(4-(trifluoromethyl)phenyl)cyclobutan-1-ol